N-(4-(2-((2-fluoro-4-(4-methylpiperazin-1-yl)phenyl)amino)quinazolin-8-yl)pyridin-2-yl)acrylamide FC1=C(C=CC(=C1)N1CCN(CC1)C)NC1=NC2=C(C=CC=C2C=N1)C1=CC(=NC=C1)NC(C=C)=O